(trans)-N1-((1R,2S)-2-(pyridin-3-yl)cyclopropyl)cyclohexane-1,4-diamine N1=CC(=CC=C1)[C@H]1[C@@H](C1)N[C@@H]1CC[C@H](CC1)N